3-[1-[5-bromo-1-(oxazolidin-2-yl)pyrazole-3-carbonyl]Piperidine-4-carboxamido]Pyrrolidine-1-carboxylic acid tert-butyl ester C(C)(C)(C)OC(=O)N1CC(CC1)NC(=O)C1CCN(CC1)C(=O)C1=NN(C(=C1)Br)C1OCCN1